(6-(dimethylamino)pyridin-3-yl)boronic acid dihydrochloride Cl.Cl.CN(C1=CC=C(C=N1)B(O)O)C